ClC1=C(C=CC=C1C(F)(F)F)C(=O)N1[C@@H](C2=C(CC1)N(N=N2)C2=NC=C(C=N2)F)C |o1:14| (R*)-(2-Chloro-3-(trifluoromethyl)phenyl)(1-(5-fluoropyrimidin-2-yl)-4-methyl-6,7-dihydro-1H-[1,2,3]triazolo[4,5-c]pyridin-5(4H)-yl)methanone